C(C)(C)(C)C1=CC=C(C=C1)[C@@H]1CC2(CC1)CCN(CC2)C(=O)C2CC1(C2)NC(OC1)=O (2s,4s)-2-(2-(4-(tert-Butyl)phenyl)-8-azaspiro[4.5]decane-8-carbonyl)-7-oxa-5-azaspiro[3.4]octan-6-one